sodium glutamate diacetic acid salt C(CN([C@@H](CCC(=O)[O-])C(=O)[O-])CC(=O)O)(=O)O.[Na+].[Na+]